C(C=C)NC(C1=C(C(=C(C(=C1)CC1=C(C(=NC=C1)NS(=O)(=O)NC)F)F)F)NC1=C(C=C(C(=C1)O)I)F)=O N-allyl-3,4-difluoro-5-((3-fluoro-2-((N-methylaminosulfonyl)amino)pyridin-4-yl)methyl)-2-((2-fluoro-5-hydroxy-4-iodophenyl)amino)benzamide